2-[(2R,5S)-5-methyl-2-[2-(2-pyrrolidin-1-ylethyl)-1,3-benzothiazol-5-yl]-1-piperidyl]-2-oxo-N-(1H-pyrazolo[3,4-c]pyridin-4-yl)acetamide C[C@H]1CC[C@@H](N(C1)C(C(=O)NC1=C2C(=CN=C1)NN=C2)=O)C=2C=CC1=C(N=C(S1)CCN1CCCC1)C2